C(#N)[C@@H](C[C@@H]1C(NCC1)=O)NC(=O)[C@@H]1N([C@@H]2CC([C@H]1CC2)(F)F)C([C@@H](CC2CC2)NC=2C=NC=C(C2)C)=O (1S,3R,4S)-N-((R)-1-cyano-2-((R)-2-oxopyrrolidin-3-yl)ethyl)-2-((R)-3-cyclopropyl-2-((5-methylpyridin-3-yl)amino)propanoyl)-5,5-difluoro-2-azabicyclo[2.2.2]octane-3-carboxamide